[Na+].CCCCCCCC(CC)C(=O)[O-] decane-8-carboxylic acid sodium salt